NC=1C=C2COC(C2=CC1)=O 5-amino-1(3H)isobenzofuranone